europium tris(dibenzoylmethyl)phenanthroline C(C1=CC=CC=C1)(=O)C(C(C1=CC=CC=C1)=O)C1=C(C(=NC2=C3N=CC=CC3=CC=C12)C(C(C1=CC=CC=C1)=O)C(C1=CC=CC=C1)=O)C(C(C1=CC=CC=C1)=O)C(C1=CC=CC=C1)=O.[Eu]